1-(6-chloro-3-picolyl)-N-nitroimidazolidine-2-imine ClC1=CC=C(C=N1)CN1C(NCC1)=N[N+](=O)[O-]